O=C1NC2=C(OC1)C=CC(=C2)C(=O)N2CC(C2)COCC2=C(OCCNC(OCC1=CC=CC=C1)=O)C=CC=C2 benzyl (2-(2-(((1-(3-oxo-3,4-dihydro-2H-benzo[b][1,4]oxazine-6-carbonyl)azetidin-3-yl)methoxy)methyl)phenoxy)ethyl)carbamate